3,7-dimethyl-2,6-octadienol CC(=CCO)CCC=C(C)C